8-(4-methoxyphenyl)-N-(3-(4-methylpiperazin-1-yl)phenyl)quinazolin-2-amine COC1=CC=C(C=C1)C=1C=CC=C2C=NC(=NC12)NC1=CC(=CC=C1)N1CCN(CC1)C